N-(2-iodo-4-(perfluoropropan-2-yl)-6-(trifluoromethyl)phenyl)-2-fluoro-3-(((cyclopropanecarbonyl)oxy)(6-fluoropyridine-3-carbonyl)amino)benzamide IC1=C(C(=CC(=C1)C(C(F)(F)F)(C(F)(F)F)F)C(F)(F)F)NC(C1=C(C(=CC=C1)N(C(=O)C=1C=NC(=CC1)F)OC(=O)C1CC1)F)=O